2-carboxy-N,N-dimethyl-N-(2'-methacryloyloxyethyl)ethanaminium C(=O)(O)CC[N+](CCOC(C(=C)C)=O)(C)C